(E)-3-(3-methyl-1H-indazol-6-yl)-N-((3R,4R)-3-methylchroman-4-yl)acrylamide CC1=NNC2=CC(=CC=C12)/C=C/C(=O)N[C@@H]1[C@H](COC2=CC=CC=C12)C